C1=CC=C(C=C1)C[C@@H](C(=O)Cl)NS(=O)(=O)C2=CC=CC3=CC=CC=C32 N-(1-naphthalenesulfonyl)-L-phenylalanyl chloride